C[C@H](CCCC(C)C)[C@H]1CC[C@@H]\2[C@@]1(CCC/C2=C\C=C/3\C[C@H](CCC3=C)O)C 9,10-Secocholesta-5,7,10(19)-trien-3β-ol